1-[(1R)-1-(3,5-difluorophenyl)-2-methoxyethyl]-2-(ethoxymethyl)-5-{[4-(6-fluoropyridin-3-yl)phenyl]methyl}-6-hydroxy-1,4-dihydropyrimidin-4-one FC=1C=C(C=C(C1)F)[C@H](COC)N1C(=NC(C(=C1O)CC1=CC=C(C=C1)C=1C=NC(=CC1)F)=O)COCC